(Z)-phenylvinylboronate C1(=CC=CC=C1)\C=C/B([O-])[O-]